C1(CCCCC1)NN1CN(C=C2C1=C(NN2)C=2C=NN(C2)C)NC2=C(C=C(C=C2)C(=O)N2CCN(CC2)C)OC (4-((4-(cyclohexylamino)-3-(1-methyl-1H-pyrazol-4-yl)-1H-pyrazolopyrimidin-6-yl)amino)-3-methoxyphenyl)(4-methylpiperazin-1-yl)methanone